4,5,5-trimethylhexanoic acid CC(CCC(=O)O)C(C)(C)C